FC1=C(C=CC=C1)S(=O)(=O)N=CN(C)C N'-((2-fluorophenyl)sulfonyl)-N,N-dimethylformimidamide